7-((trifluoromethyl)sulfonyl)-9H-indeno[2,1-d]pyrimidin-9-one FC(S(=O)(=O)C1=CC=2C(C=3N=CN=CC3C2C=C1)=O)(F)F